N-(2,4-dimethyl-6-morpholin-4-yl-pyridin-3-yl)-acetamide CC1=NC(=CC(=C1NC(C)=O)C)N1CCOCC1